[Ni-2](=S)=S Nickel (II) Di-sulfide